ethyl 3-((2-bromo-4-methyl-6-nitrophenyl)amino)-3-oxopropanoate BrC1=C(C(=CC(=C1)C)[N+](=O)[O-])NC(CC(=O)OCC)=O